5,10-bis(2-hydroxyethyl)-phenazine OCCN1C=2C=CC=CC2N(C2=CC=CC=C12)CCO